FC=1C=C(C#N)C=CC1C1=NC=CC=C1 3-fluoro-4-(pyridin-2-yl)benzonitrile